CCCCCCCCCC/C=C/C The molecule is an alkene that is tridecane carrying a double bond at position 2. It has a role as a metabolite.